FC(C(O)C=1SC(=CN1)C1=NC(=NC=C1C(F)(F)F)N[C@@H]1[C@@H](CN(CC1)S(=O)(=O)C=1N=CN(C1)C)C)(F)F 2,2,2-trifluoro-1-(5-(2-(((3R,4S)-3-methyl-1-((1-methyl-1H-imidazol-4-yl)sulfonyl)piperidin-4-yl)amino)-5-(trifluoromethyl)pyrimidin-4-yl)thiazol-2-yl)ethan-1-ol